2-methoxy-2-methyl-1-(3-dimethylethoxysilylpropyl)-1-aza-2-silacyclopentane CO[Si]1(N(CCC1)CCC[Si](OCC)(C)C)C